FC1=C(C=CC=C1)C1=C(C(=NC=C1)N1C[C@H](CC1)F)C1=NC2=C(N1)C=CC=C2 (S)-2-(4-(2-fluorophenyl)-2-(3-fluoropyrrolidin-1-yl)pyridin-3-yl)-1H-benzo[d]imidazole